C1(=CC=CC=C1)[B-](C1=CC=CC=C1)(C1=CC=CC=C1)C1=CC=CC=C1.C1(=CC=CC=C1)[IH+](C1=CC=C(C=C1)OC)C1=CC=C(C=C1)C(C)(C)C phenyl-(4-tert-butyl-phenyl)-(4-methoxy-phenyl)iodonium tetraphenylborate